CNS(=O)(=O)CC N-methyl-ethanesulfonamide